Cl.Cl.COC(=O)C1N(CCNC1)C 1-methylpiperazine-2-carboxylic acid methyl ester dihydrochloride